C(C1=CC=CC=C1)(=O)C1=CC2=CC=CC=C2C=C1 C2-benzoylnaphthalene